3,4-diiodotoluene IC=1C=C(C)C=CC1I